NC1=NC=2N(C(=C1)N(C)CC1=CC=C(C=C1)OC)N=CC2C(=O)N[C@H]2[C@@H](CC2)OC 5-Amino-7-((4-methoxybenzyl)(methyl)amino)-N-((1R,2R)-2-methoxycyclobutyl)pyrazolo[1,5-a]pyrimidine-3-carboxamide